FC(OC=1C=C(CN2C(C=3C=CC=NC3CC2)=O)C=CC1)(F)F 6-(3-(trifluoromethoxy)benzyl)-7,8-dihydro-1,6-naphthyridin-5(6H)-one